P(=O)(O)(O)O.C[C@@](CO)(O)[C@H](O)CO 2-methyl-erythritol phosphate